C(C)(C)(C)OC(=O)N\1C(N(C(/C1=C/C1=CN(C2=CC(=CC=C12)Cl)C(=O)OC(C)(C)C)=O)C(COP(O)(O)=O)C1=CC=C(C=C1)C#N)=O 2-[(4Z)-3-(tert-butoxycarbonyl)-4-{[1-(tert-butoxycarbonyl)-6-chloroindol-3-yl]methylene}-2,5-dioxoimidazol-1-yl]-2-(4-cyanophenyl)ethoxyphosphonic acid